C(C)(C)(C)OC(=O)N1CCC2(CC1)CCNCC2.ClC2=C(C(=C(C(=C2[2H])Cl)[2H])Cl)O 2,4,6-trichlorophenol-d2 tert-butyl-3,9-diazaspiro[5.5]undecane-3-carboxylate